The molecule is an inorganic radical anion, a phosphorus oxoanion and a divalent inorganic anion. It is a conjugate base of a (dioxido)hydroxidodioxidophosphate(.1-). [O-]P(=O)([O-])O[O]